C(C)OC([C@H](CC1=NC2=C(N1C)C=CC(=C2)N(CCCl)CCCl)NC(=O)OC(C)(C)C)=O (2S)-3-[5-[bis(2-chloroethyl)amino]-1-methyl-benzimidazol-2-yl]-2-(tert-butoxycarbonylamino)propionic acid ethyl ester